N-(5,5-difluoropiperidin-3-yl)-2-methyl-5-((4-methylthiazol-5-yl)methoxy)benzofuran-3-carboxamide FC1(CC(CNC1)NC(=O)C1=C(OC2=C1C=C(C=C2)OCC2=C(N=CS2)C)C)F